(2,4,6-trimethyl)phenoxydimethylaluminum CC1=C(O[Al](C)C)C(=CC(=C1)C)C